(R)-2-((5-bromo-4-chloro-2-fluorophenyl)sulfonamido)-2-cyclopropyl-N-phenylacetamide BrC=1C(=CC(=C(C1)S(=O)(=O)N[C@@H](C(=O)NC1=CC=CC=C1)C1CC1)F)Cl